2-fluoro-4-methoxy-5-[(2-methyl-1,3-benzothiazol-4-yl)methoxy]aniline FC1=C(N)C=C(C(=C1)OC)OCC1=CC=CC2=C1N=C(S2)C